C(C)(=O)C1(C2[C@@](N(C(C2=CC=C1)=O)CC1=C(C=C(C=C1)Cl)S(=O)(=O)C)(OC1OCCC1)C1=CC=C(C=C1)Cl)F (3R)-4-Acetyl-2-[(4-chloro-2-methanesulfonylphenyl)methyl]-3-(4-chlorophenyl)-4-fluoro-3-[(3R)-oxolan-yloxy]-2,3-dihydro-1H-isoindol-1-one